N[C@H]1CC[C@H](CC1)NC(OC(C)(C)C)=O tert-butyl cis-(4-aminocyclohexyl)carbamate